N,N'-di-[4-(2-naphthalenesulfonyloxy)phenyl]urea C1=C(C=CC2=CC=CC=C12)S(=O)(=O)OC1=CC=C(C=C1)NC(=O)NC1=CC=C(C=C1)OS(=O)(=O)C1=CC2=CC=CC=C2C=C1